C(CCCCCCCCCCC)(=O)NCCC(=O)O.[Zn] zinc N-lauroyl-β-alanine